C(C)(C)(C)N(C(O)=O)C1=CC(=CC=C1)C(CC)(F)F.C1NCC12CC(C2)CN2C(C=CC(=C2)C(F)(F)F)=O 1-(2-azaspiro[3.3]heptane-6-ylmethyl)-5-(trifluoromethyl)pyridin-2-one tert-butyl-(3-(1,1-difluoropropyl)phenyl)carbamate